C1=CC=CC=2C1=C1C=3C=CC=CC3N=C1C=1C2C=CC(C1)CCP(O)(O)=O [2-(7H-dibenzocarbazole-7-yl)ethyl]phosphonic acid